NC[C@H]1[C@@H](CC1)CN trans-1,2-diaminomethylcyclobutane